CC(C(=O)O)(OC1=C(C(=C(C(=C1)Cl)Cl)Cl)Cl)C dimethyl-tetrachlorophenoxyacetic acid